6-chloro-3H-spiro[benzofuran-2,4'-piperidine] trifluoroacetate FC(C(=O)O)(F)F.ClC1=CC2=C(CC3(CCNCC3)O2)C=C1